S=[Se] sulfur-selenide